tert-butyl ((2,5-dimethylpiperidin-3-yl)methyl)(methylsulfonyl)carbamate CC1NCC(CC1CN(C(OC(C)(C)C)=O)S(=O)(=O)C)C